tripropylene glycol normal butyl ether C(CCC)OC(C)COC(C)COC(C)CO